FC1(CC=2C=C(C=C3C2C1(CC3C)O)C=3C=C(C#N)C=C(C3)F)F 3-(2,2-difluoro-2a-hydroxy-4-methyl-2,2a,3,4-tetrahydro-1H-cyclopenta[cd]inden-6-yl)-5-fluorobenzonitrile